COC1=C(C=C(C(=O)O)C=C1)S(NCCC1=NC=CC=C1)(=O)=O 4-methoxy-3-(N-(2-(pyridin-2-yl)ethyl)sulfamoyl)benzoic acid